FC1=C(C(=CC=C1)F)C1=C(C=CC=C1)[C@]1([C@@H](C1)C(=O)N1[C@@H](CC1)[C@H](C)NS(=O)(=O)C)F N-[(1S)-1-{(2S)-1-[(1S,2S)-2-(2',6'-difluoro[1,1'-biphenyl]-2-yl)-2-fluorocyclopropane-1-carbonyl]azetidin-2-yl}ethyl]methanesulfonamide